3-[7-(aminocarbonyl)-2H-indazole-2-yl]-1-methylpiperidinium NC(=O)C1=CC=CC2=CN(N=C12)C1C[NH+](CCC1)C